tert-butyl ((1r,3r)-3-(4-(2-(4-((5-fluoro-2-(5-methyl-1,3,4-oxadiazol-2-yl) pyridin-3-yl)oxy)phenyl)propan-2-yl)phenoxy)cyclobutyl)carbamate FC=1C=C(C(=NC1)C=1OC(=NN1)C)OC1=CC=C(C=C1)C(C)(C)C1=CC=C(OC2CC(C2)NC(OC(C)(C)C)=O)C=C1